COC(C(CC1=CC=C(C=C1)OC(C)(C)C)[N+]#[C-])=O METHYL-3-(4-T-BUTOXYPHENYL)-2-ISOCYANO-PROPIONATE